tert-Butyl 3-(4-bromobenzo[d]thiazol-2-yl)-2-(3-((tert-butoxycarbonyl)(2-methoxyethyl)amino)propanamido)-4,5-dihydrothieno[2,3-c]pyridine-6(7H)-carboxylate BrC1=CC=CC2=C1N=C(S2)C2=C(SC=1CN(CCC12)C(=O)OC(C)(C)C)NC(CCN(CCOC)C(=O)OC(C)(C)C)=O